5-Tetrazole C1=NNNN1